methyl-(2-chloro-4-fluoro-phenyl)-2-fluoro-propionate CCC(C(=O)[O-])(F)C1=C(C=C(C=C1)F)Cl